FC([S@@](=O)C=1N=C2N(N1)[C@@H](CC2)C2=CC=CC=C2)F (5S)-2-[(S)-difluoromethylsulfinyl]-5-phenyl-6,7-dihydro-5H-pyrrolo[1,2-b][1,2,4]triazole